2-iodo-1-methyl-3-(trifluoromethyl)benzene IC1=C(C=CC=C1C(F)(F)F)C